C(C)(C)(C)N(C(=O)C1=CC(=CC(=C1)C1=NC(=NC=C1)S(=O)(=O)C)C1=NC(=NC=C1)S(=O)(=O)C)CCOCCOCCOCC tert-butyl-1-(3,5-di(2-(methylsulfonyl)pyrimidin-4-yl)phenyl)-1-oxo-5,8,11-trioxa-2-azatridecane